ClC1=CC=C(O1)C1C(=NN(C1(C(=O)NCC1CN(CCO1)C)C)C1=C(C=C(C=C1)F)F)C1=CC=C(C=C1)Cl 4-(5-chlorofuran-2-yl)-3-(4-chlorophenyl)-1-(2,4-difluorophenyl)-5-methyl-N-((4-methylmorpholin-2-yl)methyl)-4,5-dihydro-1H-pyrazole-5-carboxamide